(1-(azetidin-3-yl)-1H-pyrazol-4-yl)-8-chloro-7-((2-methyl-1-((2-(trimethylsilyl)ethoxy)methyl)-1H-benzo[d]imidazol-6-yl)oxy)quinoxaline N1CC(C1)N1N=CC(=C1)C1=NC2=C(C(=CC=C2N=C1)OC=1C=CC2=C(N(C(=N2)C)COCC[Si](C)(C)C)C1)Cl